CC1(C2=CC=CC=C2C=2C=CC(=CC12)C(=O)O)C 9,9-dimethylfluoren-2-carboxylic acid